(Z)-5-((7-fluoro-4-methyl-5-(8-methyl-2,3-dihydro-1H-pyrido[2,3-b][1,4]oxazin-7-yl)-2-oxoindolin-3-ylidene)methyl)-1H-pyrrole-3-carbonitrile FC=1C=C(C(=C2/C(/C(NC12)=O)=C/C1=CC(=CN1)C#N)C)C1=C(C2=C(OCCN2)N=C1)C